N(=[N+]=[N-])C(CCCN1C(OC(C1)COC1=CC(=CC(=C1)C)C)=O)=C 3-(4-azidopent-4-en-1-yl)-5-((3,5-dimethylphenoxy)methyl)oxazolidin-2-one